3-([2,2'-bi(1,3-dithiolylidene)]-4-yl)prop-2-en-1-amine S1C(SC(=C1)C=CCN)=C1SC=CS1